2-(1H-pyrazol-5-yl)-1-(5-(4-(trifluoromethyl)-phenoxy)-3,4-dihydroisoquinolin-2(1H)-yl)ethan-1-one N1N=CC=C1CC(=O)N1CC2=CC=CC(=C2CC1)OC1=CC=C(C=C1)C(F)(F)F